OC1=CC=C(C=C1)CC(COCC(C)O)[N-]CCCC1=CC=CC=C1 N-[2-(4-hydroxy-phenyl)-1-(2-hydroxy-propoxymethyl)-ethyl]-3-phenyl-propylamide